CC1CN(CC(C1)COC=1C(=NC=CC1)C(F)(F)F)C1=CN=CC(=N1)C=1SC=NN1 2-(6-(3-methyl-5-(((2-(trifluoromethyl)pyridin-3-yl)oxy)methyl)piperidin-1-yl)pyrazin-2-yl)-1,3,4-thiadiazole